C(C)(C)OC(=O)CCCCCCCCCCCCOC=1C2=CC=CC=C2C(=C2C=CC=CC12)OCCCCCCCCCCCCC(=O)OC(C)C 9,10-bis(isopropoxycarbonyldodecyloxy)anthracene